C(#N)C(C)(C)C1=CC(=NC=C1)C=1NC2=CC(=C(C(=C2C1)F)SC(C(=O)O)(C)C)F 2-((2-(4-(2-Cyanopropan-2-yl)pyridin-2-yl)-4,6-difluoro-1H-indol-5-yl)thio)-2-methylpropanoic acid